3-ethyl-2,3-dimethylpentane C(C)C(C(C)C)(CC)C